(3R)-4-[5-fluoro-2-(1-fluoro-3-methyl-6-{1-[1-(piperidin-4-yl)propyl]azetidin-3-yl}imidazo[1,5-a]pyridin-8-yl)benzoyl]-3-methylmorpholine FC=1C=CC(=C(C(=O)N2[C@@H](COCC2)C)C1)C=1C=2N(C=C(C1)C1CN(C1)C(CC)C1CCNCC1)C(=NC2F)C